COC=1C=C(C=CC1)C=1N=C(N2C1C=CC(=C2)C)C2CNCCC2 1-(3-methoxyphenyl)-6-methyl-3-(piperidin-3-yl)imidazo[1,5-a]pyridine